C(C)(C)(C)OC(=O)N(C1CC(C1)OCCN1CCN(CC1)C(=O)OCC1=CC=CC=C1)C benzyl 4-[2-[3-[tert-butoxycarbonyl(methyl)amino]cyclobutoxy]ethyl]piperazine-1-carboxylate